FC=1C=C(N)C=C(C1C1=CC=NC=C1)F 3,5-difluoro-4-(pyridin-4-yl)aniline